FC=1C=C(C=C(C1)C(C)C)[C@H]1CC2(CN(C2)C(=O)C2CC(C2)(C)O)CC1 |r| (rac)-(6-(3-Fluoro-5-isopropylphenyl)-2-azaspiro[3.4]octan-2-yl)((1s,3s)-3-hydroxy-3-methylcyclobutyl)methanon